2-(6-((4,4-difluorocyclohexyl)amino)-2-(4-methylthiazol-2-yl)pyrimidin-4-yl)propan-2-ol FC1(CCC(CC1)NC1=CC(=NC(=N1)C=1SC=C(N1)C)C(C)(C)O)F